C(C=C)(=O)OC1=C(C(=C(C(=C1Cl)Cl)Cl)Cl)Cl pentachloro-phenyl acrylate